N-((5-(2,4-difluorophenyl)-1-((4-(trifluoromethyl)phenyl)sulfonyl)-1H-pyrrol-3-yl)methyl)methane-d3-amine FC1=C(C=CC(=C1)F)C1=CC(=CN1S(=O)(=O)C1=CC=C(C=C1)C(F)(F)F)CNC([2H])([2H])[2H]